2-{3-[(5-bromo-2-nitrophenyl)amino]-3-methylpiperidin-1-yl}ethanol BrC=1C=CC(=C(C1)NC1(CN(CCC1)CCO)C)[N+](=O)[O-]